CS(=O)(=NC1=NC(=NC(=C1)N1[C@@H](COCC1)C)C1=C2C(=NC=C1)NN=C2)C (R)-dimethyl((6-(3-methylmorpholino)-2-(1H-pyrazolo[3,4-b]pyridin-4-yl)pyrimidin-4-yl)imino)-λ6-sulfanone